CC1OCCC1 2-methyl-tetra-hydrofurane